FC(C(=O)O)(F)F.NC1=NC=CC(=C1Cl)SC=1N=CC(=NC1)N1CCC2([C@@H](C=3N(N=C(C3)OC)C2)N)CC1 (S)-1-(5-((2-amino-3-chloropyridin-4-yl)thio)pyrazin-2-yl)-2'-methoxy-4'H,6'H-spiro[piperidine-4,5'-pyrrolo[1,2-b]pyrazol]-4'-amine (trifluoroacetate)